IC1=CC=C2C(CCN(C2=C1)C(=O)OC(C)(C)C)=O tert-butyl 7-iodo-4-oxo-3,4-dihydroquinoline-1(2H)-carboxylate